ClC1=CC(=C(C=C1C=1C(N(C2=CC(=NC=C2C1)NC)CC(F)(F)F)=O)NC(=O)NC1=CC(=CC=C1)F)F 1-(4-chloro-2-fluoro-5-(7-(methylamino)-2-oxo-1-(2,2,2-trifluoroethyl)-1,2-dihydro-1,6-naphthyridin-3-yl)phenyl)-3-(3-fluorophenyl)urea